[O-2].[Sr+2] strontium oxide